3-(4-chlorophenyl)-N-(4-methyl-3-(3-methylpyridin-4-yl)-1H-pyrazol-5-yl)propenamide ClC1=CC=C(C=C1)C=CC(=O)NC1=C(C(=NN1)C1=C(C=NC=C1)C)C